3-Ethyl-7-hydroxy-4-methyl-8-(1,2,3,4-tetrahydroquinoline-1-carbonyl)-2H-chromen-2-one C(C)C=1C(OC2=C(C(=CC=C2C1C)O)C(=O)N1CCCC2=CC=CC=C12)=O